SCCCCCCOC(CCC1=CC(=C(C(=C1)C(C)(C)C)O)C(C)(C)C)=O 3-(3,5-di-tert-butyl-4-hydroxyphenyl)propionic acid 6-sulfanylhexyl ester